BrC1=CC=C(C=C1)C=1N(C2=C(C=NC=C2)N1)C1=CC=CC=C1 2-(4-bromophenyl)-1-phenyl-1H-imidazo[4,5-c]pyridine